1-Methyl-Guanidinoacetic Acid CN(C(=N)N)CC(=O)O